N-(4-(4-((3-fluorophenyl)sulfonamido)cyclohex-1-en-1-yl)-1H-pyrrolo[2,3-b]pyridin-6-yl)cyclopropylcarboxamide FC=1C=C(C=CC1)S(=O)(=O)NC1CC=C(CC1)C1=C2C(=NC(=C1)NC(=O)C1CC1)NC=C2